C(C)P(C1=C(SC=C1P(CC)CC)C1CCCC1)CC 3,4-bis(di-ethylphosphino)-2-cyclopentyl-thiophene